2-(2,3,4-trihydroxyphenyl)-2-(2',3',4'-trihydroxyphenyl)propane 2,2'-thiobis[ethyl-3-(3,5-di-t-butyl-4-hydroxyphenyl)propionate] S(C(C(=O)O)(CC1=CC(=C(C(=C1)C(C)(C)C)O)C(C)(C)C)CC)C(C(=O)O)(CC1=CC(=C(C(=C1)C(C)(C)C)O)C(C)(C)C)CC.OC1=C(C=CC(=C1O)O)C(C)(C)C1=C(C(=C(C=C1)O)O)O